tert-butyl 6'-chloro-1'-(6-(1,1-difluoroethyl)pyridin-2-yl)-1',2'-dihydrospiro[piperidine-4,3'-pyrrolo[3,2-c]pyridine]-1-carboxylate ClC1=CC2=C(C=N1)C1(CN2C2=NC(=CC=C2)C(C)(F)F)CCN(CC1)C(=O)OC(C)(C)C